C(#N)C1(N(CCC2=CC=CC=C12)C)C1=CC=C(C=C1)OC 1-cyano-1-(4-methoxyphenyl)-2-methyl-1,2,3,4-tetrahydroisoquinoline